1-(3-fluoro-2-nitro-phenyl)pyrazole FC=1C(=C(C=CC1)N1N=CC=C1)[N+](=O)[O-]